NC=1C(NC2=C(C(=CN=C2C1C1=C2C=NNC2=C(C=C1)F)C1=CCCC1)C)=O 3-Amino-7-(cyclopent-1-en-1-yl)-4-(7-fluoro-1H-indazol-4-yl)-8-methyl-1,5-naphthyridin-2(1H)-one